FC(C(=O)O)(F)F.O1CCN(CC1)C(C)C1=CC=C(/C=C/C2=NNC3=CC(=CC=C23)\C=C/2\C(NCC2C2=CC=CC=C2)=O)C=C1 (E)-3-((3-((E)-4-(1-morpholinoethyl)styryl)-1H-indazol-6-yl)methylene)-4-phenylpyrrolidin-2-one trifluoroacetate